CS(=O)(=O)C1=CC=C(C=C1)C=C1CC2(CN(C2)C(=O)OC(C)(C)C)C1 tert-butyl 6-[(4-methylsulfonylphenyl)methylene]-2-azaspiro[3.3]heptane-2-carboxylate